CC1(OB(OC1(C)C)C=1C=C(C(=O)NCC(=O)OC(C)(C)C)C=C(C1)S(=O)(=O)C1=CC(=CC=C1)B1OC(C(O1)(C)C)(C)C)C tert-butyl (3-(4,4,5,5-tetramethyl-1,3,2-dioxaborolan-2-yl)-5-((3-(4,4,5,5-tetramethyl-1,3,2-dioxaborolan-2-yl)phenyl)sulfonyl)benzoyl)glycinate